OC(CC)CCC[C@@H](C)[C@H]1CC[C@H]2[C@@H]3CC[C@H]4[C@H]([C@H](CC[C@]4(C)[C@H]3CC[C@]12C)O)O 24-(1-hydroxypropyl)-5α-cholane-3β,4β-diol